FC=1C(=C(C(=C(C#N)C1)C)F)F trifluoro(Methyl)benzonitrile